tert-butyl (5-iodopyridin-2-yl)carbamate IC=1C=CC(=NC1)NC(OC(C)(C)C)=O